[N+](=O)([O-])C1=CC=C(OCC=2C=NC=CC2)C=C1 3-((4-nitrophenoxy)methyl)pyridine